1-cyclopropyl-6-fluoro-4-oxo-7-(piperazin-1-yl)-quinoline-3-carboxylic acid C1(CC1)N1C=C(C(C2=CC(=C(C=C12)N1CCNCC1)F)=O)C(=O)O